N-(1-Cyano-1-methylethyl)-4-[3-(4-fluorophenyl)butanoylamino]pyridin C(#N)C(C)(C)N1CC=C(C=C1)NC(CC(C)C1=CC=C(C=C1)F)=O